COC1=C(C=C(C=C1)OC1=NC=C(C=C1)C(F)(F)F)NC(=O)C1CNC(C1)=O N-(2-Methoxy-5-((5-(trifluoromethyl)pyridin-2-yl)oxy)phenyl)-5-oxopyrrolidine-3-carboxamide